C(C)(C)(C)OC(CN)=O GLYCINE TERT-BUTYL ESTER